1-(2-fluoroethyl)-4-(4-(4,4,5,5-tetramethyl-1,3,2-dioxaborolan-2-yl)-5,6-dihydro-2H-pyran-2-yl)-1H-pyrazole FCCN1N=CC(=C1)C1OCCC(=C1)B1OC(C(O1)(C)C)(C)C